FC1=C(C=C(C=C1)F)C(CC#CC#CC=1C(=NNC1)C(F)(F)F)C=1C(N(C=CC1)C)=O 4-(6-(2,5-Difluorophenyl)-6-(1-methyl-2-oxo-1,2-dihydropyridin-3-yl)hex-1,3-diyn-1-yl)-3-(trifluoromethyl)pyrazole